2-[(4R*)-5,6-Difluoro-4-methyl-2-oxo-1,4-dihydroquinazolin-3-yl]-N-[(1S)-1-(2,4-difluorophenyl)ethyl]acetamide FC1=C2[C@H](N(C(NC2=CC=C1F)=O)CC(=O)N[C@@H](C)C1=C(C=C(C=C1)F)F)C |o1:3|